CC(CC(CC)C(C(C(C(=O)[O-])(C(CC)CC(CC)C)C(CC)CC(CC)C)(O)C(=O)[O-])C(=O)[O-])CC Tri(5-methyl-3-heptyl)citrat